4-(4-methoxyphenyl)pyrrolo[1,2-a]quinoxaline COC1=CC=C(C=C1)C=1C=2N(C3=CC=CC=C3N1)C=CC2